(R)-5-tert-butoxy-4-((S)-2-((tert-butoxycarbonylamino)methyl)pyrrolidin-1-yl)-5-oxopentanoic acid C(C)(C)(C)OC([C@@H](CCC(=O)O)N1[C@@H](CCC1)CNC(=O)OC(C)(C)C)=O